ClC1=C(C=2OCCC3N(C2N=C1)CCC(C3)N3C(CCC3)=O)C 1-(3-chloro-4-methyl-7,7a,8,9,10,11-hexahydro-6H-dipyrido[3,2-b:1',2'-d][1,4]oxazepin-9-yl)-2-oxopyrrolidin